COC1=CC=C(C=C1)NC(CCCCCCNC(C(C(F)(F)F)(O)O)=O)=O N-(4-methoxyphenyl)-7-(3,3,3-trifluoro-2,2-dihydroxypropanamido)heptanamide